CN1N=CC(=C1)C=1C=CC=2N(C1)N=CC2N2CCN(CC2)C(=O)OC(C)C2=NNC(=C2)C 1-(5-methyl-1H-pyrazol-3-yl)ethyl 4-(6-(1-methyl-1H-pyrazol-4-yl)pyrazolo[1,5-a]pyridin-3-yl)piperazine-1-carboxylate